(E)-2-(5-chloro-2-methyl-1,1-dioxidobenzo[d]isothiazol-3(2H)-ylidene)-2-phenylacetate ClC=1C=CC2=C(/C(/N(S2(=O)=O)C)=C(\C(=O)[O-])/C2=CC=CC=C2)C1